(hydroxymethyl)-N,N-dimethylbenzamide OCC1=C(C(=O)N(C)C)C=CC=C1